3-(8-tert-butyl-2H-benzopyran-3-yl)-5-(3,5-dinitrophenyl)-1,2,4-oxadiazole C(C)(C)(C)C1=CC=CC=2C=C(COC21)C2=NOC(=N2)C2=CC(=CC(=C2)[N+](=O)[O-])[N+](=O)[O-]